(D)-2-chloropropionic acid ClC(C(=O)O)C